8-[6-(1H-imidazol-1-yl)pyrazin-2-yl]-2-[4-(trifluoromethyl)pyridin-2-yl]-2,8-diazaspiro[4.5]decan-1-one N1(C=NC=C1)C1=CN=CC(=N1)N1CCC2(CCN(C2=O)C2=NC=CC(=C2)C(F)(F)F)CC1